1-cyclopropyl-6-fluoro-7-[3-(methylamino)pyrrolidin-1-yl]-3-({[(3S)-1-(6-methylpyridin-3-yl)piperidin-3-yl][(2-methylpyridin-4-yl)methyl]amino}methyl)-1,4-dihydroquinolin-4-one C1(CC1)N1C=C(C(C2=CC(=C(C=C12)N1CC(CC1)NC)F)=O)CN(CC1=CC(=NC=C1)C)[C@@H]1CN(CCC1)C=1C=NC(=CC1)C